C(C)(C)(C)OC(=O)N1C[C@@H](CC1)N(C)C1=NC(=NC2=C(C(=C(C=C12)C(F)(F)F)Br)F)Cl (3R)-3-[[7-bromo-2-chloro-8-fluoro-6-(trifluoromethyl)quinazolin-4-yl]-methyl-amino]pyrrolidine-1-carboxylic acid tert-butyl ester